(4-((2-((1,4-dioxo-1,4-dihydronaphthalen-2-yl)amino)phenyl)ethynyl)phenyl)carbamic acid tert-butyl ester C(C)(C)(C)OC(NC1=CC=C(C=C1)C#CC1=C(C=CC=C1)NC=1C(C2=CC=CC=C2C(C1)=O)=O)=O